1-(6-(4-(cyclohexylmethyl)piperazin-1-yl)-8-methylnaphthalen-2-yl)-3-(2-(diethylamino)ethyl)thiourea C1(CCCCC1)CN1CCN(CC1)C=1C=C2C=CC(=CC2=C(C1)C)NC(=S)NCCN(CC)CC